NCCC=1C=NC(=NC1)C1=C(C=C(C#N)C=C1)CC=1N(N=C(C1)N(CC)CC)C 4-[5-(2-aminoethyl)pyrimidin-2-yl]-3-[[5-(diethylamino)-2-methylpyrazol-3-yl]methyl]benzonitrile